COC1=CC=C2C(=NNC(C2=C1)=O)C 7-methoxy-4-methylphthalazin-1(2H)-one